2-(6-methylpyridin-3-yl)-5-(3-(prop-2-yn-1-yloxy)phenyl)-1,3,4-oxadiazole CC1=CC=C(C=N1)C=1OC(=NN1)C1=CC(=CC=C1)OCC#C